peroxypivalate C(C(C)(C)C)(=O)O[O-]